FC(C1(CC1)C(=O)N1CC2(C1)CN(CC2)C(=O)[O-])(F)F 2-(1-(trifluoromethyl)cyclopropane-1-carbonyl)-2,6-diazaspiro[3.4]octane-6-carboxylate